NC=1C(=CC(=NC1)Cl)CN1C(=CC(=C1)C1=CC=C(C=C1)C#N)C(=O)OC Methyl 1-((5-amino-2-chloropyridin-4-yl)methyl)-4-(4-cyanophenyl)-1H-pyrrole-2-carboxylate